ClC1=C(C=C(C=C1)C1=CN(C(C=C1)=O)C(C)C)CC(C(=O)NC1=CC=C(C=C1)C=1C=NNC1C)NC(=O)C=1N(N=CC1)C N-[1-[[2-chloro-5-(1-isopropyl-6-oxo-3-pyridyl)phenyl]methyl]-2-[4-(5-methyl-1H-pyrazol-4-yl)anilino]-2-oxo-ethyl]-2-methyl-pyrazole-3-carboxamide